CNC(=O)C1=NN(C(=C1)C(=O)NC1=CNC(C=C1)=O)[C@@H](C)C1=CC=CC=C1 (S)-N3-methyl-N5-(6-oxo-1,6-dihydropyridin-3-yl)-1-(1-phenylethyl)-1H-pyrazole-3,5-dicarboxamide